C(C)SC=1C(=NC=CC1)C1=CC2=C(C=N1)N(C=N2)CC(C(F)(F)F)(F)F 6-(3-ethylsulfanyl-2-pyridyl)-3-(2,2,3,3,3-pentafluoropropyl)imidazo[4,5-c]pyridine